CN1C[C@@H]2C([C@@H]2C1)NC=1C(=CNC(C1)=O)C(=O)N[C@H](C)C1=CC(=CC=C1)C(F)(F)F 4-(((1R,5S,6s)-3-methyl-3-azabicyclo[3.1.0]hexan-6-yl)amino)-6-oxo-N-((R)-1-(3-(trifluoromethyl)phenyl)ethyl)-1,6-dihydropyridine-3-carboxamide